2-butyl-4-(4-(((3S,4S)-3-fluoro-1-(piperidin-4-ylmethyl)piperidin-4-yl)oxy)phenyl)-2,7-naphthyridin-1(2H)-one TFA salt OC(=O)C(F)(F)F.C(CCC)N1C(C2=CN=CC=C2C(=C1)C1=CC=C(C=C1)O[C@@H]1[C@H](CN(CC1)CC1CCNCC1)F)=O